C12CN(CC(CC1)N2)C=2C1=C(N=C(N2)OCC2(CC2)CN2CCOCC2)CC(OC1)C1=CC(=CC2=CC=CC(=C12)C#C)O 4-(4-(3,8-diazabicyclo[3.2.1]oct-3-yl)-2-((1-(morpholinomethyl)cyclopropyl)methoxy)-7,8-dihydro-5H-pyrano[4,3-d]pyrimidin-7-yl)-5-ethynylnaphthalen-2-ol